1-naphthylacetic acid-13C C1(=CC=CC2=CC=CC=C12)C[13C](=O)O